ethan-1,2-diyl bis(methylcarbamate) trifluoroacetate FC(C(=O)O)(F)F.CNC(OCCOC(NC)=O)=O